N-cyclopropyl-2-(difluoromethoxy)-6-methoxy-4-[7-[[(2S)-1-methylpyrrolidin-2-yl]methoxy]imidazo[1,2-a]pyridin-3-yl]benzamide C1(CC1)NC(C1=C(C=C(C=C1OC)C1=CN=C2N1C=CC(=C2)OC[C@H]2N(CCC2)C)OC(F)F)=O